IC=1C(=CC2=C(OCO2)C1)N1N=C(C=C1C1=CC=CC=C1)C1=CC=CC=C1 1-(6-iodobenzo[d][1,3]dioxol-5-yl)-3,5-diphenyl-1H-pyrazole